(R)-N-((3-cyano-4-((4-(6,6-difluoro-2-azaspiro[3.3]heptan-2-yl)-1-((4-fluorophenyl)thio)butan-2-yl)amino)-5-fluorophenyl)sulfonyl)-1-methoxycyclohexane-1-carboxamide C(#N)C=1C=C(C=C(C1N[C@@H](CSC1=CC=C(C=C1)F)CCN1CC2(C1)CC(C2)(F)F)F)S(=O)(=O)NC(=O)C2(CCCCC2)OC